(14Z,17Z)-pentyl 4-(2-oxoethyl)tricosa-14,17-dienoate O=CCC(CCC(=O)OCCCCC)CCCCCCCCC\C=C/C\C=C/CCCCC